Manganese-nickel-copper [Cu].[Ni].[Mn]